5-methoxy-1-(4-methoxybenzyl)-3-(3-(2,2,2-trichloroacetyl)ureido)-1H-indole-2-carboxylic acid COC=1C=C2C(=C(N(C2=CC1)CC1=CC=C(C=C1)OC)C(=O)O)NC(=O)NC(C(Cl)(Cl)Cl)=O